methyl 4,7-difluoro-1,2-dihydroxy-indan-2-carboxylate FC1=C2CC(C(C2=C(C=C1)F)O)(C(=O)OC)O